((1r,4r)-4-(3-fluoro-3-methylazetidin-1-yl)cyclohexyl)-5-(1H-imidazol-1-yl)-1H-pyrazolo[4,3-d]pyrimidine-7-carboxamide FC1(CN(C1)C1CCC(CC1)N1N=CC=2N=C(N=C(C21)C(=O)N)N2C=NC=C2)C